(2R,3R)-3-((S)-1-((3R,4S,5S)-4-((S)-2-amino-N,3-dimethylbutyramido)-3-methoxy-5-methylheptanoyl)pyrrolidin-2-yl)-3-methoxy-2-methylpropanoic acid N[C@H](C(=O)N(C)[C@H]([C@@H](CC(=O)N1[C@@H](CCC1)[C@@H]([C@H](C(=O)O)C)OC)OC)[C@H](CC)C)C(C)C